2-{3-[3-(methylamino)pyrrolidin-1-yl]-1,2,4-triazin-6-yl}-5-(2-methyl-2H-tetrazol-5-yl)phenol tri-hydrochloride Cl.Cl.Cl.CNC1CN(CC1)C=1N=NC(=CN1)C1=C(C=C(C=C1)C=1N=NN(N1)C)O